BrC=1C=C2C(=NC1)/C(/NS2(=O)CC)=N/C2=C(C=NC(=C2)C(F)(F)F)NC 4-[(Z)-[(1R)-6-bromo-1-ethyl-1-oxo-isothiazolo[4,5-b]pyridin-3-ylidene]amino]-N-methyl-6-(trifluoromethyl)pyridin-3-amine